CS(=O)(=O)[O-].C(CCC)C(COC(C[NH3+])=O)CCCCCC 2-((2-butyloctyl)oxy)-2-oxoethan-1-aminium methanesulphonate